NC=1N=CN(C(C1C(=O)OC)=O)C1=C(C=C(C=C1C)CS(=O)(=O)C)C methyl 4-amino-1-(2,6-dimethyl-4-((methylsulfonyl)methyl)phenyl)-6-oxo-1,6-dihydropyrimidine-5-carboxylate